7-(1-(2-Azabicyclo[2.2.1]heptan-2-yl)-2,2,2-trifluoroethyl)-3-(2,4-difluorophenoxy)-1,6-naphthyridine C12N(CC(CC1)C2)C(C(F)(F)F)C2=NC=C1C=C(C=NC1=C2)OC2=C(C=C(C=C2)F)F